NC=1C=2N(C3=CC(=C(C=C3N1)F)C(=O)N(C)[C@@H]1COC3=C1C=CC(=C3)C(F)F)C=NC2 (S)-4-amino-N-(6-(difluoromethyl)-2,3-dihydrobenzofuran-3-yl)-7-fluoro-N-methylimidazo[1,5-a]quinoxaline-8-carboxamide